(2-((1-((dimethylamino)methyl)cyclopropyl)methoxy)-4-(3-hydroxyazepan-1-yl)-5,7-dihydro-6H-pyrrolo[3,4-d]pyrimidin-6-yl)(3-hydroxy-8-iodonaphthalen-1-yl)methanone CN(C)CC1(CC1)COC=1N=C(C2=C(N1)CN(C2)C(=O)C2=CC(=CC1=CC=CC(=C21)I)O)N2CC(CCCC2)O